NC([C@H](C[C@H]1C(NCC1)=O)NC(=O)C1N(CC2(C1)CCCCC2)C(=O)C=2NC1=C(C=CC(=C1C2)OC)Cl)=O N-[(1S)-2-amino-2-oxo-1-[[(3S)-2-oxopyrrolidin-3-yl]methyl]ethyl]-2-(7-chloro-4-methoxy-1H-indole-2-carbonyl)-2-azaspiro[4.5]decane-3-carboxamide